C1=C(C=CC=2OC3=C(C21)C=CC=C3)C=3C=C(C=CC3)N3C=2C=CC=CC2C=2C3=CC=3N(C1=CC=C4C(=C1C3C2)C=CC=C4)C4=CC=CC=C4 9-(3-(dibenzo[b,d]furan-2-yl)phenyl)-7-phenyl-7,9-dihydrobenzo[g]indolo[2,3-b]carbazole